N1CCC(CC1)N1CC2(C1)CC(C2)N2C[C@H]1N(C=3C(=NN=C(C3)C3=C(C=CC=C3)O)NC1)CC2 (S)-2-(8-(2-(piperidin-4-yl)-2-azaspiro[3.3]heptan-6-yl)-6,6a,7,8,9,10-hexahydro-5H-pyrazino[1',2':4,5]pyrazino[2,3-c]pyridazin-2-yl)phenol